morphine hydroxide [OH-].C1=CC(O)=C2C=3[C@@]45[C@@H](O2)[C@@H](O)C=C[C@H]4[C@@H](CC13)N(C)CC5